ClC=1C=C2CC(CC2=CC1)NC=1C=CC(=NC1)C(C(F)(F)F)N1C(N(CCC1)C=1C=NN(C1)C)=O 1-(1-(5-((5-Chloro-2,3-dihydro-1H-inden-2-yl)amino)pyridin-2-yl)-2,2,2-trifluoroethyl)-3-(1-methyl-1H-pyrazol-4-yl)tetrahydropyrimidin-2(1H)-one